methyl-3-ethyl-3-fluoro-4-oxopiperidine CN1CC(C(CC1)=O)(F)CC